cyclohexyl diketone C1(CCCCC1)C(C(=O)C1CCCCC1)=O